(1R,2S,4s)-4-(4-(4-(1-(pentan-3-yl)-1H-pyrazol-4-yl)pyrazolo[1,5-a]pyrazin-6-yl)-1H-pyrazol-1-yl)cyclopentane-1,2-diol CCC(CC)N1N=CC(=C1)C=1C=2N(C=C(N1)C=1C=NN(C1)C1C[C@@H]([C@@H](C1)O)O)N=CC2